O(O)C(CC=CC=CC=CC=CC=CC(=O)O)CCCCCCCCC 13-hydroperoxy-docosapentaenoic acid